ClCC1=CC=C(C=C1)N1C(=NC=2C1=NC(=CC2)C2=NN(N=C2)C)C=2C(=NC=CN2)N 3-(3-(4-(Chloromethyl)phenyl)-5-(2-methyl-2H-1,2,3-triazol-4-yl)-3H-imidazo[4,5-b]pyridin-2-yl)pyrazin-2-amine